ClC=1C=CC2=C(C(C[C@@H](O2)C(=O)NC23CC(C2)(C3)N3N=CC(=C3)OCCOCC(F)(F)F)=O)C1 (2R)-6-chloro-4-oxo-N-(3-{4-[2-(2,2,2-trifluoroethoxy)ethoxy]-1H-pyrazol-1-yl}bicyclo[1.1.1]pentan-1-yl)-3,4-dihydro-2H-1-benzopyran-2-carboxamide